ClC=1C=C2C(=CC1)NC(C21CCN(CC1)CCOC1=CC(=C2C(=N1)N=CN2C2CC(C2)(C)O)C(F)(F)F)=O 5-chloro-1'-(2-{[1-(3-hydroxy-3-methylcyclobutyl)-7-(trifluoromethyl)-1H-imidazo[4,5-b]pyridin-5-yl]oxy}ethyl)-1,2-dihydrospiro[indole-3,4'-piperidin]-2-one